C(OC1=CC=C(C=C1)O)COC1=CC=C(C=C1)O 4,4'-(1,2-ethylenedioxy)diphenol